methyl (4R)-4-(2-chloro-4-fluoro-phenyl)-6-methyl-2-thiazol-2-yl-1,4-dihydropyrimidine-5-carboxylate ClC1=C(C=CC(=C1)F)[C@@H]1N=C(NC(=C1C(=O)OC)C)C=1SC=CN1